methylthiophene-3-carboxylic acid CC=1SC=CC1C(=O)O